C(C)OC1=CC=C(NC=2SC(C(C2C(=O)OCC)=O)=CC2=CC(=C(C=C2)OCC#C)OC)C=C1 ethyl 2-(4-ethoxyanilino)-5-[3-methoxy-4-(2-propynyloxy) benzylidene]-4-oxo-4,5-dihydro-3-thiophenecarboxylate